N,N'-di-[2-(methanesulfonyloxy)-4-ethyl-phenyl]urea CS(=O)(=O)OC1=C(C=CC(=C1)CC)NC(=O)NC1=C(C=C(C=C1)CC)OS(=O)(=O)C